ClC=1C=CC2=C(N=C(S2)C=2N(N=CC2)C)C1 5-chloro-2-(2-methylpyrazol-3-yl)-1,3-benzothiazole